octan-3-yl Carbamate C(N)(OC(CC)CCCCC)=O